CN1C(N(C2=C1C=C(C=C2)C2CCN(CC2)CCC2CCNCC2)C2C(NC(CC2)=O)=O)=O 3-(3-methyl-2-oxo-5-(1-(2-(piperidin-4-yl)ethyl)piperidin-4-yl)-2,3-dihydro-1H-benzo[d]imidazol-1-yl)piperidine-2,6-dione